5-{6-[2-(7-Chloro-2,4-dimethyl-indol-1-yl)-ethylamino]-pyrimidin-4-yl}-1H-indole ClC=1C=CC(=C2C=C(N(C12)CCNC1=CC(=NC=N1)C=1C=C2C=CNC2=CC1)C)C